BrC1=C(N=C(C=2N=C(NC(C21)=O)C)C)Cl 5-bromo-6-chloro-2,8-dimethylpyrido[3,4-d]pyrimidin-4(3H)-one